[4-[2-(4-methylmorpholin-2-yl)-3H-imidazo[4,5-b]pyridin-7-yl]-1-piperidyl]-[4-(trifluoromethoxy)phenyl]methanone CN1CC(OCC1)C1=NC=2C(=NC=CC2C2CCN(CC2)C(=O)C2=CC=C(C=C2)OC(F)(F)F)N1